CC=1OC(=CN1)C(=O)N[C@@H]1CCC2=CC(=CC=C12)C1=NOC(=N1)C (R)-2-methyl-N-(5-(5-methyl-1,2,4-oxadiazol-3-yl)-2,3-dihydro-1H-inden-1-yl)oxazole-5-carboxamide